CC1=C(C=2N(C=C1C1=C(C(=NN1)C=1SC(=C(N1)C)C1CCN(CC1)CCC)CC(F)(F)F)N=CN2)C 2-(5-(7,8-dimethyl-[1,2,4]triazolo[1,5-a]pyridin-6-yl)-4-(2,2,2-trifluoroethyl)-1H-pyrazol-3-yl)-4-methyl-5-(1-propylpiperidin-4-yl)thiazole